N,N-diisopropyl-glycine C(C)(C)N(CC(=O)O)C(C)C